(4-chlorophenyl)-3-(p-tolyl)isoquinoline ClC1=CC=C(C=C1)C1=NC(=CC2=CC=CC=C12)C1=CC=C(C=C1)C